FC=1C=C2C(=C(NC2=CC1)C(C(C)C)=O)I 1-(5-Fluoro-3-iodo-1H-indol-2-yl)-2-methylpropan-1-one